benzyl (6,6-difluorohept-1-en-4-yl)carbamate FC(CC(CC=C)NC(OCC1=CC=CC=C1)=O)(C)F